methyl azetidine-3-carboxylate N1CC(C1)C(=O)OC